BrC=1C=C2C(CC3(CCN(CC3)C(CC)=O)C2=CC1)OC1=C(C=CC=C1)CC(=O)[O-] 2-((5-bromo-1'-propionyl-2,3-dihydrospiro[indene-1,4'-piperidin]-3-yloxy)phenyl)acetate